C(#N)CC(=O)NC1=CC=C(C=C1)C=1C=CC=C2C=NC(=NC12)NC1=CC(=CC=C1)N1CCN(CC1)C 8-(4-(2-cyanoacetamido)phenyl)-N-(3-(4-methylpiperazino)phenyl)quinazolin-2-amine